COC1=CC=C(CN(C2=NC3=CC(=CC(=C3C=C2Cl)F)OCC2=C[C@H]([C@H]3[C@@H]2OC(O3)(C)C)N3C=NC(=CC3=O)Cl)CC3=CC=C(C=C3)OC)C=C1 3-((3aS,4R,6aR)-6-(((2-(bis(4-methoxybenzyl)amino)-3-chloro-5-fluoroquinolin-7-yl)oxy)methyl)-2,2-dimethyl-3a,6a-dihydro-4H-cyclopenta[d][1,3]dioxol-4-yl)-6-chloropyrimidin-4(3H)-one